C(C)(C)(C)C1=CC=2C(=C3C(N4N(C3(C)C)C(CC4(C)C)=O)C2C=C1)C1=CC=CC=C1 7-(tert-Butyl)-3,3,10,10-tetramethyl-9-phenyl-2,3,4a,10-tetrahydro-1H-indeno[1,2-c]pyrazolo[1,2-a]pyrazol-1-one